[K].N1N=NN=C1C1=C(C=CC(=C1)C(F)(F)F)C(CCCC)O 1-(2-(1H-Tetrazol-5-yl)-4-(trifluoromethyl)phenyl)pentan-1-ol potassium salt